dimethyl-oxyaniline CON(C1=CC=CC=C1)OC